C1(=CC=CC=C1)NC1=C2C=CN(C2=C(C=C1)C(=O)NCC1=CC=C(C(=O)O)C=C1)CC1=CC=C(C=C1)C(F)(F)F 4-((4-(phenylamino)-1-(4-(trifluoromethyl)benzyl)-1H-indole-7-carboxamido)methyl)benzoic acid